3-{3-[1-(4-Amino-3-methyl-1H-pyrazolo[3,4-d]pyrimidin-1-yl)ethyl]-5-chloro-2-methoxy-6-methylphenyl}cyclobutanol Trifluoroacetate FC(C(=O)O)(F)F.NC1=C2C(=NC=N1)N(N=C2C)C(C)C=2C(=C(C(=C(C2)Cl)C)C2CC(C2)O)OC